N1=CC(=CC(=C1)[C@H](C)NC=1C=C(C(=O)OC)C=CC1C)C=1C=NC=CC1 methyl 3-{[(1S)-1-([3,3'-bipyridin]-5-yl) ethyl] amino}-4-methylbenzoate